1-bromo-3-fluoro-2-((2-methylallyl)oxy)benzene BrC1=C(C(=CC=C1)F)OCC(=C)C